ClC1=CC(=C(C=C1)N1N=NC(=C1)C(=O)OC(C)(C)C)C1=NC=NC(=C1)O tert-butyl 1-(4-chloro-2-(6-hydroxypyrimidin-4-yl)phenyl)-1H-1,2,3-triazole-4-carboxylate